C(C1=CC=CC=C1)OC[C@@H](C(=O)O)NC(=O)OC(C)(C)C (S)-3-(benzyloxy)-2-((tert-butoxycarbonyl)amino)propanoic acid